C(#N)C1=C(N(N=C1C1=CC(=C(C(=C1)F)CC(=O)NC1=CC(=NO1)CC(C)(C)C)F)C(C)C)NC(OC(C)(C)C)=O tert-Butyl N-[4-cyano-5-[4-[2-[[3-(2,2-dimethylpropyl)isoxazol-5-yl]amino]-2-oxoethyl]-3,5-difluorophenyl]-2-isopropyl-pyrazol-3-yl]carbamate